COC=1C=C(C=CC1OC)C1=NC(=NC=C1)N1CCN(CC1)C(=O)[O-] 4-[4-(3,4-Dimethoxy-phenyl)-pyrimidin-2-yl]-piperazine-1-carboxylate